C[C@]1(OC2=C(C(=C(C(=C2CC1)C)O)C)C)CCC[C@H](CCC[C@H](CCCC(C)C)C)C (2S)-2,5,7,8-tetramethyl-2-[(4S,8S)-4,8,12-trimethyltridecyl]-3,4-dihydrochromen-6-ol